N-(6-METHOXY-1-METHYL-1H-PYRAZOLO[4,3-C]PYRIDIN-7-YL)-1-(4-(2-METHOXYPROPAN-2-YL)PYRIDIN-2-YL)-1H-PYRAZOLE-4-SULFONAMIDE COC1=C(C2=C(C=N1)C=NN2C)NS(=O)(=O)C=2C=NN(C2)C2=NC=CC(=C2)C(C)(C)OC